(2,3,5,6-tetrafluoro-4-(((4-fluoro-5,5-dimethyl-4,5-dihydroisoxazol-3-yl)sulfonyl)methyl)phenyl)methanol FC1=C(C(=C(C(=C1F)CS(=O)(=O)C1=NOC(C1F)(C)C)F)F)CO